2-ethoxy-5-ethyl-nicotinic acid C(C)OC1=C(C(=O)O)C=C(C=N1)CC